6-chloro-5-fluoro-2-(methylthio)pyrimidine ClC1=C(C=NC(=N1)SC)F